O=C(CN(S(=O)(=O)C)C=1C=C(C(=O)OC2=CC=C(C=C2)OC)C=CC1)NC1=C(C=CC=C1)SC1=CC=CC=C1 4-methoxyphenyl 3-(N-(2-oxo-2-((2-(phenylthio)phenyl)amino)ethyl)methylsulfonamido)benzoate